3-[3-(3-fluoro-5-methylphenyl)-4-[3-(piperazin-1-ylmethyl)azetidin-1-yl]quinolin-6-yl]-5-fluoro-2-hydroxybenzonitrile FC=1C=C(C=C(C1)C)C=1C=NC2=CC=C(C=C2C1N1CC(C1)CN1CCNCC1)C=1C(=C(C#N)C=C(C1)F)O